tert-butyl (1-(3-(4-(2-(2,6-dioxopiperidin-3-yl)-1,3-dioxoisoindolin-4-yl)piperazin-1-yl)propyl)piperidin-4-yl)carbamate O=C1NC(CCC1N1C(C2=CC=CC(=C2C1=O)N1CCN(CC1)CCCN1CCC(CC1)NC(OC(C)(C)C)=O)=O)=O